S(=O)(=O)(C1=CC=C(C)C=C1)N[C@@H](CCCCN)C(=O)O Nα-Tosyl-L-lysine